CN(C=1C=C(C=CC1)C1=CC=C(S1)CN1C=NN(C1=O)C\C(\CNC(OC(C)(C)C)=O)=C\F)C tert-butyl (E)-(2-((4-((5-(3-(dimethylamino)phenyl)thiophen-2-yl)methyl)-5-oxo-4,5-dihydro-1H-1,2,4-triazol-1-yl)methyl)-3-fluoroallyl)carbamate